1-bromo-4-fluoro-2,5-bis(((2-methoxypropane-2-yl)oxy)methyl)benzene BrC1=C(C=C(C(=C1)COC(C)(C)OC)F)COC(C)(C)OC